BrC1=C(C=CC(=C1)C(C)(C)C)CC(C(=O)O)C 3-(2-Bromo-4-tert-butylphenyl)-2-methylpropanoic acid